4-{6-chloro-7-cyclopropoxypyrido[3,2-d]pyrimidin-4-yl}-1-methyl-3-phenyl-1H-pyrazole ClC=1C(=CC=2N=CN=C(C2N1)C=1C(=NN(C1)C)C1=CC=CC=C1)OC1CC1